C=C(C(C(=O)N)(O)O)CCCCCCCCCCCCCCC methylenebis-hydroxystearamide